[5-[3-[2-(cyclopropanecarbonylamino)-1,3-benzothiazol-7-yl]phenyl]-2-furyl]-(isopropoxycarbonyloxymethoxy)phosphinic acid C1(CC1)C(=O)NC=1SC2=C(N1)C=CC=C2C=2C=C(C=CC2)C2=CC=C(O2)P(O)(=O)OCOC(=O)OC(C)C